trans-cyclopropyl-phenylketone tert-butyl-((S)-1-(5-(((S)-1-cyclopropylethyl)carbamoyl)-2-methylpyridin-4-yl)-3-methylpyrrolidin-3-Yl)carbamate C(C)(C)(C)N(C(O)=O)[C@@]1(CN(CC1)C1=CC(=NC=C1C(N[C@@H](C)C1CC1)=O)C)C.C1(CC1)C(=O)C1=CC=CC=C1